C=CCCCCCCCCCCCCCCCCC 13Z-nonadecene